3-(4-(3-methoxyphenyl)-4H-1,2,4-triazol-3-yl)-2-(6-methyl-4-(trifluoromethyl)pyridin-2-yl)hexahydrocyclopenta[c]pyrrol-1(2H)-one COC=1C=C(C=CC1)N1C(=NN=C1)C1C2C(C(N1C1=NC(=CC(=C1)C(F)(F)F)C)=O)CCC2